N-[4-[6-[[(3aR,5s,6aS)-2-(tetrahydropyran-4-ylmethyl)-3,3a,4,5,6,6a-hexahydro-1H-cyclopenta[c]pyrrol-5-yl]oxy]pyridazin-3-yl]phenyl]acetamide O1CCC(CC1)CN1C[C@@H]2[C@H](C1)CC(C2)OC2=CC=C(N=N2)C2=CC=C(C=C2)NC(C)=O